CN(C(/C=C/CC[C@H](C(=O)NC=1C(N(C=CC1)CC=1NC2=NC=NC(=C2N1)C=C(C)C)=O)CN(C([O-])=O)C)=O)C (S,E)-7-(Dimethylamino)-1-((1-((6-(2-methylprop-1-en-1-yl)-9H-purin-8-yl)methyl)-2-oxo-1,2-dihydropyridin-3-yl)amino)-1,7-dioxohept-5-en-2-yl-dimethylcarbamat